silver-selenium-tellurium [Te].[Se].[Ag]